5-chloro-4-(4-(3-methoxypropoxy)piperidin-1-yl)-7-Nitroquinolin-8-ol dihydrochloride Cl.Cl.ClC1=C2C(=CC=NC2=C(C(=C1)[N+](=O)[O-])O)N1CCC(CC1)OCCCOC